2,4,6-tris(2'-hydroxy-4'-isopropyloxyphenyl)-1,3,5-triazine OC1=C(C=CC(=C1)OC(C)C)C1=NC(=NC(=N1)C1=C(C=C(C=C1)OC(C)C)O)C1=C(C=C(C=C1)OC(C)C)O